COC1=C(C=CC=C1)C12N(C(C3=CC=C(C=C13)C=1C=NC(=NC1)N1CCOCC1)=O)CCC2 9b-(2-methoxyphenyl)-8-(2-morpholinopyrimidin-5-yl)-2,3-dihydro-1H-pyrrolo[2,1-a]isoindol-5(9bH)-one